BrC1=CN=C2N1COC1=C2C=CN=C1 3-bromo-5H-imidazo[1,2-c]pyrido[4,3-e][1,3]oxazine